5-(6-(4-(3-amino-2-(4-fluorophenyl)propanoyl)piperazin-1-yl)pyridin-3-yl)-7-(1-methyl-1H-pyrazol-4-yl)imidazo[1,2-a]pyridine-3-carbonitrile NCC(C(=O)N1CCN(CC1)C1=CC=C(C=N1)C1=CC(=CC=2N1C(=CN2)C#N)C=2C=NN(C2)C)C2=CC=C(C=C2)F